FC(C1=NC(=NO1)C1=CC=2N(C=C1)C=C(N2)C[SH3]=O)(F)F (7-(5-(trifluoromethyl)-1,2,4-oxadiazol-3-yl)imidazo[1,2-a]pyridin-2-yl)methyl-λ6-sulfanone